BrC1=C2C=CC=C3C(C(C(C=C1)=C32)=O)O 6-bromo-2-hydroxyacenaphthylen-1(2H)-one